5-(3-isopropyl-5-(1-(oxetan-3-yl)piperidin-4-yl)-1H-indol-2-yl)-1-methylpyridin-2(1H)-one C(C)(C)C1=C(NC2=CC=C(C=C12)C1CCN(CC1)C1COC1)C=1C=CC(N(C1)C)=O